FC1(CC12C[C@H](NCC2)C2=CC=C(C(=O)OC)C=C2)F methyl 4-((5S)-1,1-difluoro-6-azaspiro[2.5]octan-5-yl)benzoate